OCCC1=CC=NC=C1 4-(2-hydroxyethyl)-pyridine